BrC1=CC(=CC(=C1)OCC1=C(C=CC=C1)Cl)Cl 1-bromo-3-chloro-5-((2-chlorobenzyl)oxy)benzene